[Na+].C(CCCCCCCCCCCCC)(=O)OC[C@@H](OC(CCCCCCCCCCCCC)=O)COP(=O)(O)OC[C@H](N)C(=O)[O-] 1,2-dimyristoyl-sn-glycero-3-phospho-L-serine, sodium salt